CC=1C(=NC(=C(C(=O)O)C1C1CC1)C(COC(C)=O)=O)N methyl-2-(2-acetoxyacetyl)-6-amino-4-cyclopropylnicotinic acid